C12=NNCCC2CCC1 diazabicyclo[4.3.0]nonen